C1(CCCCC1)S(=O)(=O)C(=[N+]=[N-])S(=O)(=O)C1=CC=C(C=C1)C(F)(F)F cyclohexylsulfonyl-(4-trifluoromethylphenyl-sulfonyl)diazomethane